4-bromo-5-chloro-1-(tetrahydro-2H-pyran-2-yl)-1H-indole BrC1=C2C=CN(C2=CC=C1Cl)C1OCCCC1